C1(=CC(=CC=C1)C1CC2C(NOC2)CC1)C 5-(m-tolyl)octahydrobenzo[c]isoxazole